C1(CCCCC1)NC(=O)C1=CC=2N=C(N=C(C2N1)N1CCOCC1)N/N=C/C=1C=C(C=CC1)C N-cyclohexyl-4-morpholino-2-[(2E)-2-(m-tolylmethylene)hydrazino]-5H-pyrrolo[3,2-d]pyrimidine-6-carboxamide